OCC1CCN(CC1)C1=CC2=C(CC3(CCN(CC3)C)O2)C=C1NC(=O)C=1C=NN2C1N=CC=C2 N-(6-(4-(hydroxymethyl)piperidin-1-yl)-1'-methyl-3H-spiro[benzofuran-2,4'-piperidin]-5-yl)pyrazolo[1,5-a]pyrimidine-3-carboxamide